[Sn+4].C(C)(C)(C)C1[C@](N(C[C@H]1C)C(=O)OC(CS(=O)(=O)C1=CC=CC=C1)C1=C(C=CC=C1)OC)(C(=O)[O-])C.C1(=CC=CC=C1)S(=O)(=O)CC(OC(=O)N1[C@@](C([C@@H](C1)C)C(C)(C)C)(C(=O)[O-])C)C1=C(C=CC=C1)OC.C1(=CC=CC=C1)S(=O)(=O)CC(OC(=O)N1[C@@](C([C@@H](C1)C)C(C)(C)C)(C(=O)[O-])C)C1=C(C=CC=C1)OC.C1(=CC=CC=C1)S(=O)(=O)CC(OC(=O)N1[C@@](C([C@@H](C1)C)C(C)(C)C)(C(=O)[O-])C)C1=C(C=CC=C1)OC racemic-2-benzenesulfonyl-1-(2-methoxyphenyl)ethanol 1-(tert-Butyl)2-methyl-(2S,4S)-4-methylpyrrolidine-1,2-dicarboxylate tin